7-(pyrrolidin-1-yl)pyrido[2,3-d]pyrimidine-6-carboxamide N1(CCCC1)C=1C(=CC2=C(N=CN=C2)N1)C(=O)N